C/C(/C(=O)OC(\C(=C\C)\C)=O)=C\C [(E)-2-methylbut-2-enoyl] (E)-2-methylbut-2-enoate